C(#N)C1=NC=C(C=C1B(O)O)OC (2-cyano-5-methoxy-3-pyridyl)boronic acid